N-[4-[(3-bromoimidazo[1,2-a]pyrazin-8-yl)amino]phenyl]acetamide BrC1=CN=C2N1C=CN=C2NC2=CC=C(C=C2)NC(C)=O